FC=1C=C(C=CC1N1CCN(CC1)CC1CCN(CC1)C(=O)[C@@H]1CC[C@H](CC1)NC1=NC=C(C(=N1)C1=CC(=CC=C1)N1CCOCC1)F)NC1C(NC(CC1)=O)=O trans-3-((3-fluoro-4-(4-((1-(4-((5-fluoro-4-(3-morpholinophenyl)pyrimidin-2-yl)amino)cyclohexane-1-carbonyl)piperidin-4-yl)methyl)piperazin-1-yl)phenyl)amino)piperidine-2,6-dione